NN1C([C@@H](N=C(C=2C=3COCCCC3SC12)C1=C(C=CC=C1F)F)C)=O (5S)-7-amino-3-(2,6-difluorophenyl)-5-methyl-14-oxa-9-thia-4,7-diazatricyclo[8.5.0.02,8]pentadeca-1(10),2(8),3-trien-6-one